BrC1=CC=CC=2SC(=CC21)C(=O)O 4-bromobenzo[b]thiophene-2-carboxylic acid